6-((2-((3R,4R)-3-Amino-4-fluoro-1-piperidinyl)-5-chloro-6-(trifluoromethyl)-1H-benzimidazol-1-yl)methyl)-3-pyridincarbonitril N[C@@H]1CN(CC[C@H]1F)C1=NC2=C(N1CC1=CC=C(C=N1)C#N)C=C(C(=C2)Cl)C(F)(F)F